6-[(1S,2S)-2-(6-chloroimidazo[1,2-b]pyridazin-8-yl)cyclopropyl]-3,3-dimethyl-1-(2,2,2-trifluoroethyl)indolin-2-one ClC=1C=C(C=2N(N1)C=CN2)[C@@H]2[C@H](C2)C2=CC=C1C(C(N(C1=C2)CC(F)(F)F)=O)(C)C